8-chloro-3-(phenylsulfonyl)-7-(o-tolyl)-3,6-dihydropyrrolo[3,2-e]indazole ClC1=C(NC2=C1C=1C=NN(C1C=C2)S(=O)(=O)C2=CC=CC=C2)C2=C(C=CC=C2)C